5-fluoro-4-(9-fluoro-4-methyl-3,4-dihydro-1H-benzo[4,5]imidazo[2,1-c][1,4]oxazin-7-yl)-N-(5-(piperazin-1-yl)pyridin-2-yl)pyrimidin-2-amin FC=1C(=NC(=NC1)NC1=NC=C(C=C1)N1CCNCC1)C1=CC2=C(N=C3COCC(N32)C)C(=C1)F